1-(isopropyl)-3-phenyl-1,2,4-triazin-6(1H)-one C(C)(C)N1N=C(N=CC1=O)C1=CC=CC=C1